ClC=1C=C(C=CC1)C=1N=C(NC1)C=1C=C(CO)C=CC1 3-(4-(3-chlorophenyl)-1H-imidazol-2-yl)benzyl alcohol